The molecule is the intermediate in the biosynthesis of vitamin B12 from uroporphyrinogen III in which four methyl groups have been introduced at positions 2, 7, 17 and 20 of the tetrapyrrole framework, together with ring contraction of the framework forming a bond between C-1 and C-19, leaving C-20 as part of an acetyl group bonded to C-1. It is a conjugate acid of a precorrin-4(8-). CC(=O)C12C3=C([C@@](C(=N3)CC4=C(C(=C(N4)CC5=C([C@](C(=N5)/C=C(\\N1)/[C@H]([C@]2(C)CC(=O)O)CCC(=O)O)(C)CC(=O)O)CCC(=O)O)CC(=O)O)CCC(=O)O)(C)CCC(=O)O)CC(=O)O